(1R,9S)-3-Thia-7,11-diazatricyclo[7.3.0.02,6]dodeca-2(6),4-diene hydrochloride Cl.[C@H]12C=3SC=CC3NC[C@@H]2CNC1